N-(4-methoxyphenyl)-2-oxo-cyclopentanecarboxamide COC1=CC=C(C=C1)NC(=O)C1C(CCC1)=O